2-{1-[2-(2-chlorophenyl)ethyl]-1H-imidazol-4-yl}-4-[5-(trifluoromethyl)-1H-1,2,3-triazol-4-yl]pyridine ClC1=C(C=CC=C1)CCN1C=NC(=C1)C1=NC=CC(=C1)C=1N=NNC1C(F)(F)F